ClC=1N=CC2=C(C=CC=C2C1)N1[C@@H]([C@H](C1)CS(=O)(=O)C)C 3-chloro-8-[(2R,3S)-3-(methylsulfonylmethyl)-2-methylazetidin-1-yl]isoquinoline